1-[2-(piperazin-1-yl)ethyl]Piperidine-4-carboxylic acid methyl ester hydrochloride Cl.COC(=O)C1CCN(CC1)CCN1CCNCC1